C(C)(C)C1=C(C=CC=C1)C1N(CCN(C1=O)C)C1CC2(C1)CCN(CC2)C(=O)OC(C)(C)C tert-butyl 2-(2-(2-isopropylphenyl)-4-methyl-3-oxopiperazin-1-yl)-7-azaspiro[3.5]nonane-7-carboxylate